ClC1=C(N=C(N=N1)N1CCCC1)N1CCC2(CCCC(N2C2=CC(=C(C=C2)Cl)F)=O)CC1 9-(6-chloro-3-(pyrrolidin-1-yl)-1,2,4-triazin-5-yl)-1-(4-chloro-3-fluorophenyl)-1,9-diazaspiro[5.5]Undecan-2-one